3,3'-Dimethylbiphenyl CC=1C=C(C=CC1)C1=CC(=CC=C1)C